3-methyl-N-[[rac-(1S,3R)-3-[(6-morpholinosulfonyl-1,3-benzothiazol-2-yl)amino]cyclopentyl]methyl]isoxazole-5-carboxamide CC1=NOC(=C1)C(=O)NC[C@@H]1C[C@@H](CC1)NC=1SC2=C(N1)C=CC(=C2)S(=O)(=O)N2CCOCC2 |r|